5-fluoro-6-methylnicotinaldehyde FC=1C(=NC=C(C=O)C1)C